NC1=C(C=CC(=N1)NC(=O)C1=CC=NN1C)C1=C(C=CC(=C1)OC)Cl N-[6-amino-5-(2-chloro-5-methoxyphenyl)pyridin-2-yl]-1-methyl-1H-pyrazole-5-carboxamide